C(C)OC(=O)N1CC2(C1)CC(C2)N2CCN(CC2)C2=NC=CC=C2C2=NC=C(C=C2)C#N 6-[4-(5-cyano-2,3'-bipyridin-2'-yl)piperazin-1-yl]-2-azaspiro[3.3]heptane-2-carboxylic acid ethyl ester